BrC1=NN(C(=C1)C=C(C)C)C1=CC=C(C=C1)OC(F)F 3-Bromo-1-(4-(difluoromethoxy)phenyl)-5-(2-methylprop-1-en-1-yl)-1H-pyrazole